OC(C(C)CCC[C@@H](C)[C@H]1CC[C@H]2[C@@H]3CC=C4CCCC[C@]4(C)[C@H]3CC[C@]12C)O Dihydroxycholest-5-en